amylparaben C(CCCC)OC(=O)C1=CC=C(O)C=C1